C(CC)[Si](OC)(OC)C propylmethyl-dimethoxysilane